4-(1-(5-bromopyridin-2-yl)-5-hydroxy-1H-pyrazol-4-yl)benzonitrile BrC=1C=CC(=NC1)N1N=CC(=C1O)C1=CC=C(C#N)C=C1